FC1(CCN(CC1)C(C)C)C=1N=NNC1 4-(4-fluoro-1-isopropylpiperidin-4-yl)-1H-1,2,3-triazol